1-(malonylamino)cyclopropane-1-carboxylic acid C1[C@H]2C=CC34[C@H]1N(C[C@@H]3O2)CC5=CC6=C(C=C45)OCO6